FC(C1=NN=C(O1)C=1C=CC(=NC1)CN1N=NC(=C1)[C@H]1N(CCC1)C(=O)OC)F methyl (S)-2-(1-((5-(5-(difluoromethyl)-1,3,4-oxadiazol-2-yl)pyridin-2-yl)methyl)-1H-1,2,3-triazol-4-yl)pyrrolidin-1-carboxylate